C(C)N(C(=O)[C@H]1CN(C)[C@@H]2CC3=CN(C4=CC=CC(C2=C1)=C34)C(C3=CC4=C(C=C3)OCO4)=O)CC 1-(3,4-methylenedioxybenzoyl)-lysergic acid diethylamide